(S or R)-2-(3-((R or S)-1-(((S)-((S)-5-cyano-1,2,3,4-tetrahydroquinolin-3-yl)(phenyl)methyl)amino)propan-2-yl)phenyl)propanoic acid C(#N)C1=C2C[C@@H](CNC2=CC=C1)[C@@H](C1=CC=CC=C1)NC[C@H](C)C=1C=C(C=CC1)[C@@H](C(=O)O)C |o1:21,29|